6-[3-(Difluoromethyl)-4-fluoro-phenyl]-1-[(5-ethyl-4-methyl-1,2,4-triazol-3-yl)methyl]pyrazolo[4,3-b]pyridine FC(C=1C=C(C=CC1F)C=1C=C2C(=NC1)C=NN2CC2=NN=C(N2C)CC)F